[2-(dimethylamino)ethyl]indazol-5-amine CN(CCC1=NNC2=CC=C(C=C12)N)C